N-Methyl-2-vinylpyridin CN1C(C=CC=C1)C=C